ethylenediaminetetraacetic acid, potassium salt [K+].C(CN(CC(=O)[O-])CC(=O)[O-])N(CC(=O)[O-])CC(=O)[O-].[K+].[K+].[K+]